(2Z)-3-(4-tert-butylphenyl)-3-(2-chloropyridin-4-yl)-1-(morpholin-4-yl)-prop-2-en-1-one C(C)(C)(C)C1=CC=C(C=C1)/C(=C/C(=O)N1CCOCC1)/C1=CC(=NC=C1)Cl